NC=1N(S(C[C@@](N1)(C)C=1C=C(C=CC1F)NC(=O)C1=NC=C(C=C1)F)(=O)=O)C N-[3-[(5R)-3-Amino-5,6-dihydro-2,5-dimethyl-1,1-dioxido-2H-1,2,4-thiadiazin-5-yl]-4-fluorophenyl]-5-fluoro-2-pyridinecarboxamide